ONC(=O)C1=CC2=C(OCC(N2CC=2NC=3N(C(C2)=O)N=CC3)=O)C=C1 N-hydroxy-3-oxo-4-((7-oxo-4,7-dihydropyrazolo[1,5-a]pyrimidin-5-yl)methyl)-3,4-dihydro-2H-benzo[b][1,4]oxazine-6-carboxamide